CC1NC(C2=CC3=C(N=C(N=C3)NC3=CC=C(C=C3)S(=O)(=O)N)N2C12CCCCC2)=O 4-((8'-methyl-6'-oxo-7',8'-dihydro-6'H-spiro[cyclohexane-1,9'-pyrazino[1',2':1,5]pyrrolo[2,3-d]pyrimidin]-2'-yl)amino)benzenesulfonamide